[C-]1(C=CC=C1)C1=C(N=NN1)C.[CH-]1C=CC=C1.[Fe+2] ferrocenyl-methyl-1,2,3-triazole